N-(((4aR,6aS,7S)-4a,6a-dimethyl-2-oxo-2,4a,4b,5,6,6a,7,8,9,9a,9b,10,11,11a-tetradecahydro-1H-indeno[5,4-f]quinolin-7-yl)methyl)benzamide C[C@@]12C=CC(NC2CCC2C1CC[C@@]1([C@H](CCC12)CNC(C1=CC=CC=C1)=O)C)=O